C(#N)C=1C=C(CN(C(=O)N2CC3(CCCC3)C(CC2)(CN2C=NC(=CC2=O)C2=CC=CC=C2)O)C)C=CC1 N-(3-Cyanobenzyl)-10-hydroxy-N-methyl-10-((6-oxo-4-phenylpyrimidin-1(6H)-yl)methyl)-7-azaspiro[4.5]decane-7-carboxamide